C(C1=CC=CC=C1)OC(=O)N[C@H](C(=O)N(C)[C@H]([C@@H](CC(=O)N1[C@@H](CCC1)[C@@H]([C@H](C(=O)OCC)C)OC)OC)[C@H](CC)C)C(C)C Ethyl (2R,3R)-3-((S)-1-((3R,4S,5S)-4-((S)-2-(((benzyloxy)carbonyl)amino)-N,3-dimethylbutanamido)-3-methoxy-5-methylheptanoyl)pyrrolidin-2-yl)-3-methoxy-2-methylpropanoate